2-chloro-N-(2-chloro-4-(picolinimidamido)phenyl)-4-(picolinimidamido)benzamide di-trifluoroacetate FC(C(=O)O)(F)F.FC(C(=O)O)(F)F.ClC1=C(C(=O)NC2=C(C=C(C=C2)NC(C2=NC=CC=C2)=N)Cl)C=CC(=C1)NC(C1=NC=CC=C1)=N